FC1=CC2=C(N=C(O2)C=2C(=C(C=CC2)C2=CC=CC=C2)C)C=C1CN1[C@@H](CCCC1)C(=O)O (S)-1-((6-fluoro-2-(2-methyl-[1,1'-biphenyl]-3-yl)benzo[d]oxazol-5-yl)methyl)piperidine-2-carboxylic acid